BrC=1C(=C(OCC[C@@H](C)C2CCN(CC2)C(=O)OC(C)(C)C)C=CC1)C tert-butyl 4-[(1R)-3-(3-bromo-2-methyl-phenoxy)-1-methyl-propyl]piperidine-1-carboxylate